BrC1=CC(=CC=2OC(OC21)(F)F)Cl 4-bromo-6-chloro-2,2-difluoro-1,3-benzodioxole